bromo-2-fluoro-N-(2-hydroxyethyl)benzenesulfonamide BrC=1C(=C(C=CC1)S(=O)(=O)NCCO)F